Butynoic acid C(C#CC)(=O)O